FC1=C(C=C(C=C1)[N+](=O)[O-])C[S@](=O)C |r| (+-)-1-fluoro-2-((methylsulfinyl)methyl)-4-nitrobenzene